C1=C(C=CC2=CC=CC=C12)N(C1=CC=C(C=C1)N(C1=CC=C(C=C1)N(C1=CC=CC=C1)C1=CC2=CC=CC=C2C=C1)C1=CC=C(C=C1)N(C1=CC=CC=C1)C1=CC2=CC=CC=C2C=C1)C1=CC=CC=C1 N-(naphthalen-2-yl)-N4,N4-bis(4-(naphthalen-2-yl(phenyl)amino)phenyl)-N1-phenyl-benzene-1,4-diamine